FC(C=1C=NC(=NC1)N1CC2CCC(C1)N2C(=O)[C@@H]2C[C@H](CC2)NC(OC(C)(C)C)=O)(F)F tert-butyl ((1S,3S)-3-(3-(5-(trifluoromethyl)pyrimidin-2-yl)-3,8-diazabicyclo[3.2.1]octane-8-carbonyl)cyclopentyl)carbamate